5-fluoro-4-(2-methyl-3-(prop-1-en-2-yl)imidazo[1,2-a]pyridin-6-yl)pyrimidin-2-amine FC=1C(=NC(=NC1)N)C=1C=CC=2N(C1)C(=C(N2)C)C(=C)C